ClC1=C(C=CC=C1)C1=C(C(=CC=C1)C1=CC=C2C(CCOC2=C1)NC[C@H]1NC(CC1)=O)Cl 2,2'-dichloro-3'-(4-((((S)-5-oxopyrrolidin-2-yl)methyl)amino)chroman-7-yl)-[1,1'-biphenyl]